nonyl 8-((8-(2-(bicyclo[1.1.1]pentan-1-yl)acetoxy)octyl)(2-hydroxyethyl)amino)octanoate C12(CC(C1)C2)CC(=O)OCCCCCCCCN(CCCCCCCC(=O)OCCCCCCCCC)CCO